L-1,2'-(phenylimino)diethanol C1(=CC=CC=C1)N(CCO)C(C)O